2-{[(1S)-1-{4-[(4-Acryloylpiperazin-1-yl)methyl]phenyl}ethyl]amino}-8-[(2S)-1,1,1-trifluoropropan-2-yl]pyrido[2,3-d]pyrimidin-7(8H)-on C(C=C)(=O)N1CCN(CC1)CC1=CC=C(C=C1)[C@H](C)NC=1N=CC2=C(N1)N(C(C=C2)=O)[C@H](C(F)(F)F)C